C(C)(=O)C1=CC(=C(COC2=CC=CC(=N2)C2CCN(CC2)C(=O)OC(C)(C)C)C=C1)C tert-butyl 4-(6-((4-acetyl-2-methylbenzyl)oxy)pyridin-2-yl)piperidine-1-carboxylate